5-{[4-(13-Azido-2,5,8,11-tetraoxatridecan-1-yl)-2-methoxyphenyl]methyl}-N4-pentyl-5H-pyrrolo[3,2-d]pyrimidine-2,4-diamine N(=[N+]=[N-])CCOCCOCCOCCOCC1=CC(=C(C=C1)CN1C=CC=2N=C(N=C(C21)NCCCCC)N)OC